1-(4-Benzyloxyphenyl)propan-1-one C(C1=CC=CC=C1)OC1=CC=C(C=C1)C(CC)=O